1,2-bis(4-(3,3'',6,6''-tetra-tert-butyl-9'H-[9,3':6',9''-tercarbazol]-9'-yl)phenyl)ethane-1,2-dione C(C)(C)(C)C=1C=CC=2N(C3=CC=C(C=C3C2C1)C(C)(C)C)C=1C=CC=2N(C3=CC=C(C=C3C2C1)N1C2=CC=C(C=C2C=2C=C(C=CC12)C(C)(C)C)C(C)(C)C)C1=CC=C(C=C1)C(C(=O)C1=CC=C(C=C1)N1C2=CC=C(C=C2C=2C=C(C=CC12)N1C2=CC=C(C=C2C=2C=C(C=CC12)C(C)(C)C)C(C)(C)C)N1C2=CC=C(C=C2C=2C=C(C=CC12)C(C)(C)C)C(C)(C)C)=O